2-amino-6-chloropyridine-3-ol NC1=NC(=CC=C1O)Cl